BrC1=CC(=CC=2N(C(N(C21)C)=O)C2C(NC(CC2)=O)=O)F 3-(4-bromo-6-fluoro-3-methyl-2-oxo-benzoimidazol-1-yl)piperidine-2,6-dione